N[C@H](C1=NC2=C(N1)C=CC(=C2)[C@H](C)NC(CCC(F)(F)F)=O)C2CCC(CC2)(F)F N-((S)-1-(2-((S)-Amino(4,4-difluorocyclohexyl)methyl)-1H-benzo[d]imidazol-5-yl)ethyl)-4,4,4-trifluorobutanamide